ClC1=C(C=C2C(=NC=NC2=C1)N1CCN(CC1)C(=O)OC(C)(C)C)C=1C=NC(=C(C1)NS(=O)(=O)C)OC tert-butyl 4-(7-chloro-6-(6-methoxy-5-(methylsulfonamido)pyridin-3-yl)quinazolin-4-yl)piperazine-1-carboxylate